NC1=C(C=C(N=N1)C1=C(C=CC=C1)O)N1CC2CCC(C1)N2C2=NC=NC(=C2)Cl 2-[6-amino-5-[8-(6-chloropyrimidin-4-yl)-3,8-diazabicyclo[3.2.1]octan-3-yl]pyridazin-3-yl]phenol